[N].[N+](=O)([O-])[S] nitrosulfur nitrogen